NC1(CCCC2=CC=C(C=C12)OCC1=CC=CC=C1)CC(=O)OCC ethyl 2-(1-amino-7-benzyloxy-tetralin-1-yl)acetate